C1(=CC=CC=C1)NC1=NC=CC(=N1)C1=CC=CC=C1 N,4-Diphenylpyrimidin-2-amine